(R)-1-(1-acryloylpyrrolidin-3-yl)-3-(4-(benzyloxy)-3-chlorophenyl)-1H-imidazo[4,5-c]pyridin-2(3H)-one C(C=C)(=O)N1C[C@@H](CC1)N1C(N(C=2C=NC=CC21)C2=CC(=C(C=C2)OCC2=CC=CC=C2)Cl)=O